(6-amino-2-methylpyrimidin-4-yl)-1λ6-thiomorpholine-1,1-dione NC1=CC(=NC(=N1)C)N1CCS(CC1)(=O)=O